FC(C1=CC=C(CN2C=C(C(C3=CC=CC=C23)=O)C2=NN=NN2)C=C1)(F)F (4-(trifluoromethyl)benzyl)-3-(1H-tetrazol-5-yl)quinolin-4(1H)-one